tert-butyl (R)-4-(2,3-dichloro-4-methylphenyl)-3-methylpiperazine-1-carboxylate ClC1=C(C=CC(=C1Cl)C)N1[C@@H](CN(CC1)C(=O)OC(C)(C)C)C